OC(=O)C(F)(F)F.ONC(C1=CC=C(C=C1)\C=C\C(N1CCC(CC1)CNC1C(C1)C1=CC=C(C=C1)C=1C=NC=NC1)=O)=O (E)-N-hydroxy-4-(3-oxo-3-(4-(((2-(4-(pyrimidin-5-yl)phenyl)cyclopropyl)amino)methyl)piperidin-1-yl)prop-1-en-1-yl)benzamide TFA salt